C(C)(C)C1=C(NC=2C1=NC(=CC2)C2CCC(CC2)N2CC(C2)S(=O)(=O)C)C=2C(=C(C=1N(C2)N=CN1)C)C 6-(3-isopropyl-5-(4-(3-(methylsulfonyl)azetidin-1-yl)cyclohexyl)-1H-pyrrolo[3,2-b]pyridin-2-yl)-7,8-dimethyl-[1,2,4]triazolo[1,5-a]pyridine